6-methoxypyridin-2-ylboronic acid COC1=CC=CC(=N1)B(O)O